FC1=CC=C(C=C1)CS(=O)(=O)Cl (4-fluorophenyl)methanesulfonyl chloride